5-(2-Chloro-5-(trifluoromethyl)phenyl)-N-((3R,5S)-1-cyano-5-(methoxymethyl)pyrrolidin-3-yl)-1,3,4-oxadiazol-2-carboxamid ClC1=C(C=C(C=C1)C(F)(F)F)C1=NN=C(O1)C(=O)N[C@H]1CN([C@@H](C1)COC)C#N